C(C1=CC=CC=C1)ON[C@@H]1CC[C@H](NC1)C(=O)OC (2S,5R)-Methyl 5-(benzyloxyamino)piperidine-2-carboxylate